[N+](=O)([O-])C1=CC=C(C(=O)O[C@@H](CC[C@@H]2O[C@H](CC2=C)C=O)CC(=C=C)C)C=C1 (S)-1-((2S,5R)-5-formyl-3-methylenetetrahydrofuran-2-yl)-5-methylhept-5,6-dien-3-yl 4-nitrobenzoate